acryloyloxypropyltrimethylsilane C(C=C)(=O)OCCC[Si](C)(C)C